4-cinnamyl-3-hydroxy-5-(3-nitrophenyl)-1-(4-iodophenyl)-1H-pyrrol-2(5H)-one C(C=CC1=CC=CC=C1)C1=C(C(N(C1C1=CC(=CC=C1)[N+](=O)[O-])C1=CC=C(C=C1)I)=O)O